C1(C(=CC=C2C3=CC=CC=C3N=C12)C=O)=C1C=CC=C2C3=CC=CC=C3N=C12 bi-carbazolealdehyde